2-(2,6-dioxopiperidin-3-yl)-4-(4-((4-(4-fluorophenyl)piperazin-1-yl)methyl)benzylamino)isoindoline-1,3-dione O=C1NC(CCC1N1C(C2=CC=CC(=C2C1=O)NCC1=CC=C(C=C1)CN1CCN(CC1)C1=CC=C(C=C1)F)=O)=O